C(C)(C)(C)OC(N[C@H](CC1=CC=C(C=C1)C1=CC=CC=C1)CO)=O (R)-(1-([1,1'-biphenyl]-4-yl)-3-hydroxypropan-2-yl)carbamic acid tert-butyl ester